BrC1=C(C=CC=C1)OCCCOC 1-bromo-2-(3-methoxypropoxy)benzene